CC1=CC=CC(=N1)C1=C(N=CN1)C=1C=C2C=C(C=NC2=CC1)C(=O)OCCCN1CC2(C1)CC(C2)N 3-(6-amino-2-azaspiro[3.3]heptan-2-yl)propyl 6-(5-(6-methylpyridin-2-yl)-1H-imidazol-4-yl)quinoline-3-carboxylate